C1(=CC=CC=C1)C1=CC=C(N=N1)NC=1C=C(C(=O)N[C@H]2[C@@H](C2)C2=CC=C(C=C2)C)C=CC1 3-((6-phenylpyridazin-3-yl)amino)-N-((1R,2S)-2-(p-tolyl)cyclopropyl)benzamide